C=1(C(=C(C(=C(C1[2H])[2H])[2H])C=1C=CC2=C(C3=C(S2)C(=CC=C3)C=3C=C(C=CC3)C3=CC=CC2=C3C=CO2)C1)[2H])C1=C(C(=C(C(=C1[2H])[2H])C1=C(C(=C(C(=C1[2H])[2H])[2H])[2H])[2H])[2H])[2H] 8-(1,1':4',1''-terphenyl-3-yl-2,4,5,6,2',3',5',6',2'',3'',4'',5'',6''-d13)-4-[3-(dibenzothiophen-4-yl)phenyl]-[1]benzofuran